alpha-(trichloromethyl)-benzyl acetate C(C)(=O)OC(C1=CC=CC=C1)C(Cl)(Cl)Cl